1-(5-Fluoro-1-tosyl-1H-indol-2-yl)propan-1-ol FC=1C=C2C=C(N(C2=CC1)S(=O)(=O)C1=CC=C(C)C=C1)C(CC)O